CC([O-])C.[Ti+] titanium mono-isopropoxide